6-(4-carbamoylpiperazin-1-yl)-3-(trifluoromethyl)imidazo[1,2-b]pyridazine C(N)(=O)N1CCN(CC1)C=1C=CC=2N(N1)C(=CN2)C(F)(F)F